OCCC1(C(=O)[O-])C=CC(C(=O)[O-])(C=C1)CCO 1,4-bis(2-hydroxyethyl)terephthalate